4-(5-((2-chloro-6-fluorophenyl)amino)-1H-pyrazolo[3,4-b]pyridin-1-yl)-N-methylthiophene-2-carboxamide ClC1=C(C(=CC=C1)F)NC=1C=C2C(=NC1)N(N=C2)C=2C=C(SC2)C(=O)NC